(R and S)-7-Nitro-2-(quinuclidin-3-yl)isoindolin-1-one [N+](=O)([O-])C=1C=CC=C2CN(C(C12)=O)[C@H]1CN2CCC1CC2 |r|